4-(2-(2-cyclopropylphenyl)pyrrolidin-1-yl)cyclohexyl-benzoic acid C1(CC1)C1=C(C=CC=C1)C1N(CCC1)C1CCC(CC1)C1=C(C(=O)O)C=CC=C1